methyl (2S)-2-(tert-butoxycarbonylamino)-5-[2-(methylamino)-5-nitro-anilino]-5-oxo-pentanoate C(C)(C)(C)OC(=O)N[C@H](C(=O)OC)CCC(=O)NC1=C(C=CC(=C1)[N+](=O)[O-])NC